FC=1C=CC=C2C(=NC=NC12)N[C@H](C(=O)O)CCN(CCCCC1=NC=2NCCCC2C=C1)C[C@@H](C)OC (S)-2-((8-fluoroquinazolin-4-yl)amino)-4-(((R)-2-methoxypropyl)(4-(5,6,7,8-tetrahydro-1,8-naphthyridin-2-yl)butyl)amino)butanoic acid